ClC1=NC=CC2=C1C=CN2CC(=O)N2[C@@H]1C[C@@H]1C[C@H]2C(=O)NCC2=C(C(=CC=C2)Cl)F (1R,3S,5R)-2-(2-(4-chloro-1H-pyrrolo[3,2-c]pyridin-1-yl)acetyl)-N-(3-chloro-2-fluorobenzyl)-2-azabicyclo[3.1.0]hexane-3-carboxamide